COC1=CC=CC=2CC3(CNCC3)OC21 7-methoxy-3H-spiro[benzofuran-2,3'-pyrrolidine]